FC1=CC=C(C(=O)NC2C3CC(C(C2)C3)NC3=CC(=NC2=CC=CC=C32)C(F)(F)F)C=C1 4-fluoro-N-(5-{[2-(trifluoromethyl)quinolin-4-yl]amino}bicyclo[2.2.1]heptan-2-yl)benzamide